4-(1,3-dimethylbutyl)phenol CC(CC(C)C)C1=CC=C(C=C1)O